OC1=C(C=C(C=O)C=C1)OCCO 4-hydroxy-3-(2-hydroxyethoxy)benzaldehyde